C1=CC(=C(C(=C1)O)CC(=O)[O-])O The molecule is a dihydroxy monocarboxylic acid anion that is the conjugate base of (2,6-dihydroxyphenyl)acetic acid, arising from deprotonation of the carboxy group. It derives from an acetate. It is a conjugate base of a (2,6-dihydroxyphenyl)acetic acid.